FC(C1=NN(C(=C1)C(F)(F)F)C1=CC=C(C=C1)NC(=O)C1=C(N=NS1)C)(F)F N-[4-[3,5-Bis(trifluoromethyl)-1H-pyrazol-1-yl]phenyl]-4-methyl-1,2,3-thiadiazole-5-carboxamide